CC1=CC=C(C=N1)SC 6-methyl-3-methylthiopyridin